(4-{4-amino-7-[1-(2-hydroxyethyl)piperidin-4-yl]pyrrolo[2,1-f][1,2,4]triazin-5-yl}-3-fluorophenyl)-2-oxo-1-phenyl-1,2-dihydropyridine-3-carboxamide NC1=NC=NN2C1=C(C=C2C2CCN(CC2)CCO)C2=C(C=C(C=C2)C2=C(C(N(C=C2)C2=CC=CC=C2)=O)C(=O)N)F